BrC1=CC2=C(C3=CC=CC=C3C(=C2C=C1)C1=CC=CC2=CC=CC=C12)C1=CC=CC=C1 2-bromo-10-(naphthalen-1-yl)-9-phenylanthracene